3-Chloro-4-(3-chloro-2-fluoro-6-(4-(trifluoromethyl)-1H-1,2,3-triazol-1-yl)phenyl)-5-fluoropyridin-2-ol ClC=1C(=NC=C(C1C1=C(C(=CC=C1N1N=NC(=C1)C(F)(F)F)Cl)F)F)O